1,9-bis(dibenzylthiocarbamoyldithio)nonane methyl-(S)-1-(azetidin-2-ylmethyl)-2-(4-(6-((4-cyano-2-fluorobenzyl)oxy)pyridin-2-yl)-2-fluorobenzyl)-1H-benzo[d]imidazole-6-carboxylate COC(=O)C=1C=CC2=C(N(C(=N2)CC2=C(C=C(C=C2)C2=NC(=CC=C2)OCC2=C(C=C(C=C2)C#N)F)F)C[C@H]2NCC2)C1.C(C1=CC=CC=C1)N(C(=S)SSCCCCCCCCCSSC(N(CC1=CC=CC=C1)CC1=CC=CC=C1)=S)CC1=CC=CC=C1